IC(CCCCC(CCCCCC)I)C(CCCCC)F 1,6-diiodododecyl-fluorohexane